BrC1=CC=C(C=C1)C(C#CC1=CC=CC=C1)NC1=NC=CC=C1 N-(1-(4-bromophenyl)-3-phenylprop-2-yn-1-yl)pyridin-2-amine